ClCCCC1(OC(C2=C(O1)C(=C(C=C2CCCCC)O)CC=C(CCC=C(C)C)C)=O)C 2-(3-chloropropyl)-8-(3,7-dimethylocta-2,6-dien-1-yl)-7-hydroxy-2-methyl-5-pentyl-4H-benzo[d][1,3]dioxin-4-one